ClC=1C=CC(=C(C1)C1=CC(=CC=C1)F)F 5-chloro-2,3'-difluoro-[1,1'-biphenyl]